FC1=C(N)C=C(C=C1)C1=NC(=NS1)C 2-fluoro-5-(3-methyl-1,2,4-thiadiazol-5-yl)aniline